C(CCCCCCCC)N(CCN(CC(=O)N1CC(CCC1)CCN(CCCCCC(=O)OCCCCCCC)CCCCCCCCCCCCCC)CCCCCCCCC)CCCCCCCCC Heptyl 6-((2-(1-(N-(2-(dinonylamino)ethyl)-N-nonylglycyl)piperidin-3-yl)ethyl)(tetradecyl)amino)hexanoate